(3-fluoro-5-methyl-4-(3-(6-morpholinylpyridin-2-yl)-1H-pyrazolo[3,4-c]pyridin-5-yl)phenyl)-N-methylmethylamine FC=1C=C(C=C(C1C=1C=C2C(=CN1)NN=C2C2=NC(=CC=C2)N2CCOCC2)C)N(C)C